N1(C=CC=2C1=NC=CC2)C2=NC(=NC=C2)NC=2C(=CC(=C(C2)NC(\C=C\CN2CCOCC2)=O)N(C)C)OC (E)-N-(5-((4-(1H-pyrrolo[2,3-b]pyridin-1-yl)pyrimidin-2-yl)amino)-2-(dimethylamino)-4-methoxyphenyl)-4-morpholinobut-2-enamide